C(C)(C)(C)OC(=O)N1C2CN(CC1CC2)C2=NC(=NC1=C(C(=C(C=C21)Cl)Br)F)OCC2(CC2)CN(C)C 3-[7-bromo-6-chloro-2-[[1-[(dimethylamino)methyl]cyclopropyl]methoxy]-8-fluoro-quinazolin-4-yl]-3,8-diazabicyclo[3.2.1]octane-8-carboxylic acid tert-butyl ester